6-chloro-8-[(4-methoxyphenyl)methoxy]-2-methyl-N-{(1R)-1-[2-methyl-3-(trifluoromethyl)phenyl]ethyl}pyrido[3,4-d]pyrimidin-4-amine ClC1=CC2=C(N=C(N=C2N[C@H](C)C2=C(C(=CC=C2)C(F)(F)F)C)C)C(=N1)OCC1=CC=C(C=C1)OC